NC1CC2(C1)CN(CCC2)C(=O)OC(C)(C)C tert-butyl 2-amino-6-aza-spiro[3.5]nonane-6-carboxylate